C1(CCCCC1)C1=NC=NC(=C1NC1=C(CCl)C=C(C(=N1)C1=C(C=CC=C1OC)F)F)C1CCCCC1 2-((4,6-dicyclohexylpyrimidin-5-yl)amino)-5-fluoro-6-(2-fluoro-6-methoxyphenyl)nicotinyl chloride